tert-butyl (S)-((4-((1-benzylpyrrolidin-3-yl)amino)-5-chloro-2-fluorophenyl)sulfonyl)(isothiazol-3-yl)carbamate C(C1=CC=CC=C1)N1C[C@H](CC1)NC1=CC(=C(C=C1Cl)S(=O)(=O)N(C(OC(C)(C)C)=O)C1=NSC=C1)F